(2R,4R)-2-(3-bromo-2-hydroxypropyl)-4-fluoropyrrolidine-2-carboxylic acid methyl ester COC(=O)[C@@]1(NC[C@@H](C1)F)CC(CBr)O